C1=CC=CC=2C3=CC=CC=C3C(C12)COC(=O)N[C@H](C(=O)O)CC1=CC=C(C=C1)OC(C)(C)C (S)-2-((((9H-fluoren-9-yl)methoxy)carbonyl)amino)-3-(4-(tert-butoxy)phenyl)propanoic acid